NC(C)C=1C(=C(C#N)C=CC1)C 3-(1-amino-ethyl)2-methyl-benzonitrile